methyl 1H-indazole-4-carboxylate hydrochloride Cl.N1N=CC=2C(=CC=CC12)C(=O)OC